1-(6-fluoro-4-phenyl-3,4-dihydroquinoxalin-1(2H)-yl)-2-((R)-2-methylpiperidin-1-yl)propan-1-on FC=1C=C2N(CCN(C2=CC1)C(C(C)N1[C@@H](CCCC1)C)=O)C1=CC=CC=C1